3-[5-bromo-1H-pyrrolo[2,3-b]pyridin-3-yl]-1-[6-(4,4-difluorocyclohexyl)pyridin-3-yl]urea BrC=1C=C2C(=NC1)NC=C2NC(NC=2C=NC(=CC2)C2CCC(CC2)(F)F)=O